ClC1=C(N=C(C(=N1)C(=O)OC)NC1=CC(=NC(=C1)C)OC)NC Methyl 6-chloro-3-[(2-methoxy-6-methyl-4-pyridyl)amino]-5-(methylamino)pyrazine-2-carboxylate